2-trifluoromethyl-3-bromopyridine FC(C1=NC=CC=C1Br)(F)F